OCCC1CCN(CC1)C1=CC=C(C=C1)N1C(NC(CC1)=O)=O 1-(4-(4-(2-hydroxyethyl)piperidin-1-yl)phenyl)dihydropyrimidine-2,4(1H,3H)-dione